OCCN1CCN(CC1)S(=O)(=O)C=1C=CC(=C(C1)C1=NN2C(C(N1)=O)=C(C(=C2CCC)C=O)C)OCCC 2-(5-((4-(2-hydroxyethyl)piperazin-1-yl)sulfonyl)-2-propoxyphenyl)-5-methyl-4-oxo-7-propyl-3,4-dihydropyrrolo[2,1-f][1,2,4]triazine-6-carbaldehyde